BrC1=CC=CC(=N1)NC(OC(C)(C)C)=O Tert-butyl (6-bromopyridin-2-yl)carbamate